CC1(OB(OC1(C)C)C1=CC=C(C=C1)N1CCN(CC1)C1=CC=C(C=C1)N1C(NN=C1)=O)C 4-(4-(4-(4-(4,4,5,5-tetramethyl-1,3,2-dioxaborolan-2-yl)phenyl)piperazin-1-yl)phenyl)-2,4-dihydro-3H-1,2,4-triazol-3-one